ClC1=C(C(=C2C(=N1)N(C=C2)S(=O)(=O)C2=CC=C(C)C=C2)F)F 6-chloro-4,5-difluoro-1-(p-toluenesulfonyl)pyrrolo[2,3-b]pyridine